N-[5-fluoro-2-(3-methoxypropoxy)pyrimidin-4-yl]-6,6-dimethyl-5-{[(2S)-2,4,5,5-tetramethylpiperazin-1-yl]carbonyl}-1,4,5,6-tetrahydropyrrolo[3,4-c]pyrazol-3-amine FC=1C(=NC(=NC1)OCCCOC)NC=1C2=C(NN1)C(N(C2)C(=O)N2[C@H](CN(C(C2)(C)C)C)C)(C)C